ClC(C(CF)(F)F)Cl 1,1-dichloro-2,2,3-trifluoropropane